ClC=1C=C2C(=NC=NC2=CC1C=1C=CC=C2C=NC=NC12)N1CCN(CC1)C(=O)OC(C)(C)C tert-Butyl 4-(6-chloro-[7,8'-biquinazolin]-4-yl)piperazine-1-carboxylate